7-(4,4,5,5-tetramethyl-1,3,2-dioxaborolan-2-yl)naphthalen-1-amine CC1(OB(OC1(C)C)C1=CC=C2C=CC=C(C2=C1)N)C